FC(C(=O)N[C@H](C(=O)N1[C@@H]([C@H]2C([C@H]2C1)(C)C)C(=O)O)C(C)(C)C)F (1r,2S,5S)-3-((S)-2-(2,2-difluoroacetamido)-3,3-dimethylbutyryl)-6,6-dimethyl-3-azabicyclo[3.1.0]hexane-2-carboxylic acid